C(C)(C)(C)NC(NC=1C(=CC2=C(N=C(N=C2)NCCCCNC(OC(C)(C)C)=O)N1)C1=CC(=CC(=C1)OC)OC)=O tert-Butyl (4-((7-(3-(tert-butyl)ureido)-6-(3,5-dimethoxyphenyl)pyrido[2,3-d]pyrimidin-2-yl)amino)butyl)carbamate